4-cyano-4-[(dodecylsulfanylthiocarbonyl)sulfanyl]pentanoic acid, pentafluorophenyl ester C(#N)C(CCC(=O)OC1=C(C(=C(C(=C1F)F)F)F)F)(C)SC(=S)SCCCCCCCCCCCC